tert-butyl 6-[(5-bromopyrimidin-2-yl) methyl]-2-azaspiro[3.3]heptane-2-carboxylate BrC=1C=NC(=NC1)CC1CC2(CN(C2)C(=O)OC(C)(C)C)C1